tert-butyl (3R)-3-(((3-(2,6-dioxopiperidin-3-yl)-6-fluoro-1-methyl-1H-indazol-7-yl)oxy)methyl)pyrrolidine-1-carboxylate O=C1NC(CCC1C1=NN(C2=C(C(=CC=C12)F)OC[C@H]1CN(CC1)C(=O)OC(C)(C)C)C)=O